(phenyl-d5)methanone C1(=C(C(=C(C(=C1[2H])[2H])[2H])[2H])[2H])C=O